(3R)-2-[(4-chloro-2-methanesulfonylphenyl)methyl]-3-(4-chlorophenyl)-4-fluoro-6-[1-hydroxy-1-(oxan-4-yl-(hydroxymethyl)cyclopropyl)methoxy]-2,3-dihydro-1H-isoindol-1-one ClC1=CC(=C(C=C1)CN1C(C2=CC(=CC(=C2[C@H]1C1=CC=C(C=C1)Cl)F)OC(C1(C(C1)C1CCOCC1)CO)O)=O)S(=O)(=O)C